CN1N=C2C(=CC(=CC2=C1)C=1C(=C(C=CC1)O)C=1N=NC(=CC1)C1CN(C1)CC)C (2,7-dimethyl-2H-indazol-5-yl)-2-[6-(1-ethylazetidin-3-yl)pyridazin-3-yl]phenol